CN(C=1C=C(C=C(C1)F)C=1C(=NC(=NC1)NC=1C=NN(C1)C)NC=1C=C(C=CC1F)NC(C=C)=O)C N-(3-((5-(3-(dimethylamino)-5-fluorophenyl)-2-((1-methyl-1H-pyrazol-4-yl)amino)pyrimidin-4-yl)amino)-4-fluorophenyl)acrylamide